2-(6-isopropenyl-3-methyl-cyclohex-2-en-1-yl)-4-(2-methyl-4-pyridyl)-5-pentyl-benzene-1,3-diol C(=C)(C)C1CCC(=CC1C1=C(C=C(C(=C1O)C1=CC(=NC=C1)C)CCCCC)O)C